ClC1=CC2=C(C(C=3NC4=CC(=CC=C4C3C2=O)C#CCO)(C)C)C=C1N1CCN(CC1)C1CC1 9-chloro-8-(4-cyclopropylpiperazin-1-yl)-3-(3-hydroxyprop-1-yn-1-yl)-6,6-dimethyl-5,6-dihydro-11H-benzo[b]carbazol-11-one